3-(ethylamino)propionitrile C(C)NCCC#N